iminotris(dimethylamino)phosphine N=P(N(C)C)(N(C)C)N(C)C